5-methyl-N-[2-(4-morpholinyl)-2-(3-thienyl)ethyl][1,2,4]triazolo[1,5-a]pyrimidin-7-amine CC1=NC=2N(C(=C1)NCC(C1=CSC=C1)N1CCOCC1)N=CN2